N-[(2R,3R)-1,3-dihydroxybutan-2-yl]-5-(1-methyl-1H-pyrazol-3-yl)-6-[4-(trifluoromethyl)phenoxy]pyridine-3-carboxamide OC[C@H]([C@@H](C)O)NC(=O)C=1C=NC(=C(C1)C1=NN(C=C1)C)OC1=CC=C(C=C1)C(F)(F)F